COCCN1CCN(CC1)C1=CC=C(C=C1)C1=CC(=CC=2N(C(=NC21)C2=CC=C(C=C2)S(=O)(=O)C)C)C2=CC=C(C=C2)N2CCN(CC2)CCOC 4,6-bis(4-(4-(2-methoxyethyl)piperazin-1-yl)phenyl)-1-methyl-2-(4-(methylsulfonyl)phenyl)-1H-benzo[d]imidazole